O[C@@H](CC(=O)OC)C1=CC=CC=C1 methyl (S)-3-hydroxy-3-phenylpropionate